ClC=1C=C(C=C2C(=C(C=NC12)C#N)NCC(C)(C)C)N[C@@H](C1=C2C=CN(C(C2=CC=C1)=O)C)C=1N=NN(C1)C1(CC1)CF (S)-8-chloro-6-(((1-(1-(fluoromethyl)cyclopropyl)-1H-1,2,3-triazol-4-yl)(2-methyl-1-oxo-1,2-dihydroisoquinolin-5-yl)methyl)amino)-4-(neopentylamino)quinoline-3-carbonitrile